CC12OCCC1C1(CCCC(C1CC2)(C)C)C dodecahydro-3a,6,6,9a-tetramethyl-naphtho[2,1-b]-furan